CN(C(=O)C1CC12NCCCC2)C (dimethylcarbamoyl)-4-azaspiro[2.5]octan